N-(2-bromophenyl)-N-ethylmethacrylamide BrC1=C(C=CC=C1)N(C(C(=C)C)=O)CC